6-tert-butyl-9-(2-chloropyrimidin-5-yl)-10-methoxy-2-oxo-6,7-dihydro-2H-pyrido[2,1-a]isoquinoline-3-carboxylate C(C)(C)(C)C1N2C(C3=CC(=C(C=C3C1)C=1C=NC(=NC1)Cl)OC)=CC(C(=C2)C(=O)[O-])=O